BrC=1N=C(N(N1)CCOC1OCCCC1)C1(CCCC1)O 1-[5-bromo-2-(2-tetrahydropyran-2-yloxyethyl)-1,2,4-triazol-3-yl]cyclopentanol